C1(=CC(=CC=C1)C[C@@H]1N(CCC[C@@H]1NS(=O)(=O)C)C(=O)OC1COCCC1)C1=CC=CC=C1 tetrahydro-2H-pyran-3-yl cis-2-(biphenyl-3-ylmethyl)-3-((methylsulfonyl)amino)piperidine-1-carboxylate